(3R)-9-(1-(4-(Difluoromethoxy)phenyl)ethyl)-8-(hydroxymethyl)-3-methyl-1,2,3,4,8,9-hexahydropyrido[4',3':3,4]pyrazolo[1,5-a]pyrazin-10(7H)-one hydrochloride Cl.FC(OC1=CC=C(C=C1)C(C)N1C(C=2N(CC1CO)N=C1C2CN[C@@H](C1)C)=O)F